N-(2-methylpentane-3-yl)hexane-1,6-diamine CC(C)C(CC)NCCCCCCN